ClCC(=O)OC(CCl)=O monochloroacetic anhydride